FC1=CC(=CC2=C1NC(=N2)C2=CC(=NN2CC2=CC=C(C=C2)OC)NC(=O)C=2C=NC(=CC2)N2CCC(CC2)OC)OC N-[5-(7-fluoro-5-methoxy-1H-benzimidazol-2-yl)-1-[(4-methoxyphenyl)methyl]pyrazol-3-yl]-6-(4-methoxy-1-piperidyl)pyridine-3-carboxamide